(3S,5R)-tertbutyl 3-(2-bromo-6-chloropyridin-4-yl)-5-(trifluoromethyl)piperazine-1-carboxylate BrC1=NC(=CC(=C1)[C@H]1CN(C[C@@H](N1)C(F)(F)F)C(=O)OC(C)(C)C)Cl